2-(6-(((1R,3S,5S)-1,5-dimethyl-9-azabicyclo[3.3.1]non-3-yl)oxy)pyridazin-3-yl)-4-fluoro-5-(1H-pyrazol-4-yl)phenol C[C@]12CC(C[C@](CCC1)(N2)C)OC2=CC=C(N=N2)C2=C(C=C(C(=C2)F)C=2C=NNC2)O